N[C@@H](CC1=CC(=CC(=C1)F)F)C=1N(C(C2=C(N1)N=C(C=C2)OC(C)C)=O)C=2C=CC(=C1C(=NN(C21)C)NS(=O)(=O)C)Cl (S)-N-(7-(2-(1-amino-2-(3,5-difluorophenyl)ethyl)-7-isopropoxy-4-oxopyrido[2,3-d]pyrimidin-3(4H)-yl)-4-chloro-1-methyl-1H-indazol-3-yl)methanesulfonamide